O[C@@H](CN[S@@](=O)(=N)C1=CC=C(C=C1)NC1=CC=NC2=CC(=CC=C12)OC)C (S)-N-((R)-2-hydroxypropyl)-4-((7-methoxyquinolin-4-yl)amino)benzenesulfonimidamide